Octen C=CCCCCCC